1-(tert-butyl)-9,10-bis(2-n-hexadecenyl-2-carboxyethyl)carbonyloxyanthracene C(C)(C)(C)C1=CC=CC2=C(C3=CC=CC=C3C(=C12)OC(=O)CC(C(=O)O)C=CCCCCCCCCCCCCCC)OC(=O)CC(C=CCCCCCCCCCCCCCC)C(=O)O